BrC1=C(C(OC=C1)=O)Br dibromopyranone